ClC1=NC=C(C2=C1C=CN2C)F 4-chloro-7-fluoro-1-methyl-1H-pyrrolo[3,2-c]pyridine